O1N[C@@H](CC1)C=1C=C(C#N)C=CC1 (S)-3-(isoxazolidine-3-yl)benzonitrile